bromo-2-(1-(3-nitrophenyl)-1H-pyrazol-4-yl)quinoxaline BrC=1C(=NC2=CC=CC=C2N1)C=1C=NN(C1)C1=CC(=CC=C1)[N+](=O)[O-]